C(C)(C)(C)OC(=O)N1CCC(CC1)OC1CC(C1)N1CC2(C1)CCN(CC2)C=2C(=C1CN(C(C1=CC2)=O)C2C(NC(CC2)=O)=O)OC 4-[3-[7-[2-(2,6-dioxo-3-piperidinyl)-4-methoxy-1-oxo-isoindolin-5-yl]-2,7-diazaspiro[3.5]non-2-yl]cyclobutoxy]piperidine-1-carboxylic acid tert-butyl ester